Br[N]Br dibromonitrogen